The molecule is a rutinoside consisting of cyanidin having the rutinosyl group at the 3-position. It is an anthocyanin cation, a disaccharide derivative, a member of benzenes and a rutinoside. It derives from a cyanidin cation. It is a conjugate acid of a cyanidin 3-O-rutinoside betaine. C[C@H]1[C@@H]([C@H]([C@H]([C@@H](O1)OC[C@@H]2[C@H]([C@@H]([C@H]([C@@H](O2)OC3=CC4=C(C=C(C=C4[O+]=C3C5=CC(=C(C=C5)O)O)O)O)O)O)O)O)O)O